(S)-2-cycloheptyl-2-(1-ethyl-1H-pyrazole-5-carboxamido)acetic acid C1(CCCCCC1)[C@@H](C(=O)O)NC(=O)C1=CC=NN1CC